N1(N=CC=C1)CC1=CC2=C(C(=NO2)NS(=O)(=O)C=2C=C(C=CC2)NC2CCN(CC2)C(=O)OC(C)(C)C)C(=C1)OC tert-butyl 4-((3-(N-(6-((1H-pyrazol-1-yl)methyl)-4-methoxybenzo[d]isoxazol-3-yl)sulfamoyl)phenyl)amino)piperidine-1-carboxylate